tert-butyl ((1S,3S)-3-((3'-bromo-6'-(hydroxymethyl)-6',7'-dihydrospiro[cyclopentane-1,5'-cyclopenta[d]pyrazolo[1,5-a]pyrimidin]-8'-yl)amino)cyclopentyl)carbamate BrC=1C=NN2C1N=C1C(=C2N[C@@H]2C[C@H](CC2)NC(OC(C)(C)C)=O)CC(C12CCCC2)CO